COC(=O)C=1C=CC2=C(N(C(=N2)CN2C(C=C(C(=C2)F)C2=NC(=CC=C2)OCC2=C(C=C(C=C2)C#N)F)=O)C[C@H]2OCC2)C1 (S)-2-((6-((4-cyano-2-fluorobenzyl)oxy)-5'-fluoro-2'-oxo-[2,4'-bipyridyl]-1'(2'H)-yl)methyl)-1-(oxetan-2-ylmethyl)-1H-benzo[d]imidazole-6-carboxylic acid methyl ester